BrC1=NN(C(=C1)CC#N)CC(=O)OC methyl 2-[3-bromo-5-(cyanomethyl)-1H-pyrazol-1-yl]acetate